[4-[1-methyl-4-(trifluoromethyl)-1H-imidazol-2-yl]phenyl]methylamine CN1C(=NC(=C1)C(F)(F)F)C1=CC=C(C=C1)CN